C(C=C)(=O)C(CC)O[Si](OCCC)(OCCC)CCC acryloyl-propyl-tripropoxysilane